O=C1CC(CCC1)N1N=CC(=C1)C(=O)N 1-(3-oxocyclohexyl)pyrazole-4-carboxamide